OC1CC2(C1)CCN(CC2)C2=CC=CC(=N2)C2=NC1=CC(=NC=C1C=C2)CNC(C2=CN=CC(=C2)S(=O)(=O)C)=O N-((2-(6-(2-hydroxy-7-azaspiro[3.5]nonan-7-yl)pyridin-2-yl)-1,6-naphthyridin-7-yl)methyl)-5-(methylsulfonyl)nicotinamide